6-((thiophen-3-ylmethyl)amino)-9H-purin S1C=C(C=C1)CNC1=C2N=CNC2=NC=N1